nonenenitrile CC/C=C/CCCCC#N